(3,5-dihexylphenyl)methyl 6-{N-[3-(dimethylamino)propyl]decanamido}hexadecanoate CN(CCCN(C(CCCCCCCCC)=O)C(CCCCC(=O)OCC1=CC(=CC(=C1)CCCCCC)CCCCCC)CCCCCCCCCC)C